FC(C1=NN(C=C1CO)COCC[Si](C)(C)C)(F)F (3-(trifluoromethyl)-1-((2-(trimethylsilyl)ethoxy)methyl)-1H-pyrazol-4-yl)methanol